(R)-1-((R or S)-3,3-difluorocyclopentyl)-3-(isoquinolin-4-yl)-2-oxoimidazolidine-4-carbonitrile FC1(C[C@@H](CC1)N1C(N([C@H](C1)C#N)C1=CN=CC2=CC=CC=C12)=O)F |o1:3|